COC(C1=C(C=C(C(=C1)NC1COCC1)OCC(C)=O)Br)=O 2-bromo-4-(2-oxopropoxy)-5-((tetrahydrofuran-3-yl)amino)benzoic acid methyl ester